ClC1=CC2=C(N=N1)N(CCC2)C[C@H]2N(C[C@H](C2)F)C(=O)OC(C)(C)C tert-butyl (2S,4S)-2-((3-chloro-6,7-dihydropyrido[2,3-c]pyridazin-8(5H)-yl)methyl)-4-fluoropyrrolidine-1-carboxylate